trans-6-octene CCCCC\C=C\C